(R)-1-(4-{3-[(1r,3R,5S,7S)-3,5-dimethyladamantan-1-yl]ureido}benzoyl)piperidine C[C@]12CC3(CC(C[C@@](C1)(C3)C)C2)NC(NC2=CC=C(C(=O)N3CCCCC3)C=C2)=O